FC=1C=C(C=CC1)[C@@H]([C@@H]1N([C@@H](CC1)CC1=CC=C(C=C1)OC)C(=O)OC(C)(C)C)O tert-butyl (2R,5S)-2-((S)-(3-fluorophenyl)-(hydroxy)methyl)-5-(4-methoxybenzyl)pyrrolidine-1-carboxylate